CC1=C(C(=O)P(C2=CC=CC=C2)(C2=CC=C(C=C2)F)=O)C(=CC(=C1)C)C 2,4,6-trimethylbenzoyl-4-fluorophenyl-phenylphosphine oxide